3-(4-amino-3-(2-fluoro-4-phenoxyphenyl)-1H-pyrazolo[3,4-d]pyrimidin-1-yl)piperidine NC1=C2C(=NC=N1)N(N=C2C2=C(C=C(C=C2)OC2=CC=CC=C2)F)C2CNCCC2